ClC=1C=C(C=CC1)C(OC(=O)N[C@H](C(=O)N[C@H](C(=O)OC)C[C@H]1C(NCC1)=O)CC(C)C)C1(CC1)C1=CC(=CC=C1)Cl methyl (2S)-2-((2S)-2-((((3-chlorophenyl)(1-(3-chlorophenyl)cyclopropyl)methoxy)carbonyl)-amino)-4-methylpentanamido)-3-((S)-2-oxopyrrolidin-3-yl)propanoate